6-Trifluoromethyl-pyridine-3-carbaldehyde FC(C1=CC=C(C=N1)C=O)(F)F